N-((1R,4r)-4-((3-(3-((R)-3-aminopyrrolidin-1-yl)propoxy)propyl)-carbamoyl)cyclohexyl)-6-(5-cyano-1H-pyrrolo[2,3-b]pyridin-1-yl)-4-(isopropylamino)nicotinamide N[C@H]1CN(CC1)CCCOCCCNC(=O)C1CCC(CC1)NC(C1=CN=C(C=C1NC(C)C)N1C=CC=2C1=NC=C(C2)C#N)=O